FC1=C(N=CC2=C1N=CN=C2N2CC1CCC(C2)N1C(=O)[O-])C1=CC(=CC2=CC=CC(=C12)C#C[Si](C(C)C)(C(C)C)C(C)C)OCOC 3-[8-fluoro-7-[3-(methoxymethoxy)-8-(2-triisopropylsilylethynyl)-1-naphthyl]pyrido[4,3-d]pyrimidin-4-yl]-3,8-diazabicyclo[3.2.1]octane-8-carboxylate